FC(C1=NN=C(S1)C1=NC=C2N1C=C(C=C2N2CCN(CC2)C(C(C)C)=O)S(=O)(=O)NC2(CC2)C)F 3-(5-(difluoromethyl)-1,3,4-thiadiazol-2-yl)-8-(4-isobutyrylpiperazin-1-yl)-N-(1-methylcyclopropyl)imidazo[1,5-a]pyridine-6-sulfonamide